3-(benzyloxycarbonylamino)azetidine-1-carboxylic acid tert-butyl ester C(C)(C)(C)OC(=O)N1CC(C1)NC(=O)OCC1=CC=CC=C1